2-fluoro-4-{[4-({3-fluoro-2-[(methylamino)carbonyl]phenyl}amino)-5,5-dimethyl-6,7-dihydro-5H-pyrrolo[2,3-d]pyrimidin-2-yl]amino}-5-methoxy-N-(1-methyl-hexahydropyridin-4-yl)benzamide FC1=C(C(=O)NC2CCN(CC2)C)C=C(C(=C1)NC=1N=C(C2=C(N1)NCC2(C)C)NC2=C(C(=CC=C2)F)C(=O)NC)OC